S(=O)(=O)(O)C=1C=C(C=C(C(=O)[O-])C1)C(=O)[O-].[Li+].[Li+] lithium 5-sulfoisophthalate salt